CN(CCOCN(CCO)CC)C 2-((2-dimethylaminoethoxy)-ethylmethyl-amino)ethanol